2-(3,5-Dichlorobenzyl)-4-(1-naphthyl)imidazole ClC=1C=C(CC=2NC=C(N2)C2=CC=CC3=CC=CC=C23)C=C(C1)Cl